methyl 3-((2-((tert-butyldimethylsilyl)oxy)ethyl)thio)thiophene-2-carboxylate [Si](C)(C)(C(C)(C)C)OCCSC1=C(SC=C1)C(=O)OC